C1(CCC1)OC1=CC=2N(C=C1C(=O)O)C=C(N2)C21COC(C2)(C1)CF 7-cyclobutoxy-2-(1-(fluoromethyl)-2-oxabicyclo[2.1.1]hex-4-yl)imidazo[1,2-a]pyridine-6-carboxylic acid